IO iodoalcohol